3-((methylsulfonyl)methyl)piperazine-1-carboxylate CS(=O)(=O)CC1CN(CCN1)C(=O)[O-]